ethyl (S)-3-(2'-fluorobiphenyl-3-yl)-3-(3-(4-hydroxy-1,5-dimethyl-2-oxo-1,2-dihydropyridin-3-yl) ureido)propanoate FC1=C(C=CC=C1)C1=CC(=CC=C1)[C@H](CC(=O)OCC)NC(=O)NC=1C(N(C=C(C1O)C)C)=O